1,1-bis{3-cyclohexyl-4-(2-hydroxyethoxy)phenyl}cyclohexane di(2-hydroxyethyl)dodecyl-aminoxide OCCC(CCCCCCCCCCCN[O-])CCO.C1(CCCCC1)C=1C=C(C=CC1OCCO)C1(CCCCC1)C1=CC(=C(C=C1)OCCO)C1CCCCC1